2-(2,3-dimethyl-4-nitrophenyl)-N,N-dimethylacetamide CC1=C(C=CC(=C1C)[N+](=O)[O-])CC(=O)N(C)C